8-amino-9-(3-hydroxy-2,6-dimethylphenyl)-5-methyl-2-(1-methyl-1H-pyrazol-3-yl)-9H-pyrrolo[2,3-c][1,2,4]triazolo[1,5-a]pyridine-7-carboxamide NC1=C(C2=C(C=3N(C(=C2)C)N=C(N3)C3=NN(C=C3)C)N1C1=C(C(=CC=C1C)O)C)C(=O)N